4-(difluoromethoxy)-2,3-dihydro-1H-inden-1-ol FC(OC1=C2CCC(C2=CC=C1)O)F